C1(CC1)CN(C1=NC(=CC2=C1N=C(N=C2)N[C@H]2[C@H](COC2)NC(C=C)=O)C2=C(C(=CC(=C2Cl)OC)OC)Cl)C N-((3R,4S)-4-((8-((cyclopropylmethyl)(methyl)amino)-6-(2,6-dichloro-3,5-dimethoxyphenyl)pyrido[3,4-d]pyrimidin-2-yl)amino)tetrahydrofuran-3-yl)acrylamide